6-[1-(2,2-difluoroethyl)-1H-pyrazolo[3,4-d]pyrimidin-6-yl]-2-[2-methyl-4-(trifluoromethyl)pyrimidin-5-yl]-2,6-diazaspiro[3.4]octane FC(CN1N=CC=2C1=NC(=NC2)N2CC1(CN(C1)C=1C(=NC(=NC1)C)C(F)(F)F)CC2)F